isodecyl-zirconium C(CCCCCCC(C)C)[Zr]